C(#N)C1=C(C2=C(N(C(N(C2=O)C(C(=O)O)(C)C)=O)C[C@@H](OC2CCOCC2)C2=C(C=CC(=C2)F)OC)S1)C (S)-2-(6-cyano-1-(2-(5-fluoro-2-methoxyphenyl)-2-((tetrahydro-2H-pyran-4-yl)oxy)ethyl)-5-methyl-2,4-dioxo-1,2-dihydrothieno[2,3-d]pyrimidin-3(4H)-yl)-2-methylpropanoic acid